1-Cyclopentyl-7-(methylsulfinyl)-3,4-dihydropyrimido[4,5-d]pyrimidin-2(1H)-one C1(CCCC1)N1C(NCC=2C1=NC(=NC2)S(=O)C)=O